2-(2,6-Dioxopiperidine-3-yl)-4-(((2-(2-(Oxetane-3-yl)phenyl)oxazol-5-yl)methyl)amino)isoindoline-1,3-dione O=C1NC(CCC1N1C(C2=CC=CC(=C2C1=O)NCC1=CN=C(O1)C1=C(C=CC=C1)C1COC1)=O)=O